Phenyl-tetrasilanol C1(=CC=CC=C1)[SiH]([SiH2][SiH2][SiH3])O